D-alpha-aminoadipic acid N[C@@H](C(=O)O)CCCC(=O)O